8-acetyl-2-(1-methoxycyclopropyl)-3,6-dimethylquinazolin-4(3H)-one C(C)(=O)C=1C=C(C=C2C(N(C(=NC12)C1(CC1)OC)C)=O)C